Linalyl acetate (Linalyl acetate) C(C)(C=C)(CCC=C(C)C)CC(=O)O.C(C)(=O)OC(C)(C=C)CCC=C(C)C